C(C1=CC=CC=C1)N1C=NC=2C1=NC(=CC2)N2CCN(CC2)C(=O)OC(C)(C)C tert-butyl 4-(3-benzyl-3H-imidazo[4,5-b]pyridin-5-yl)piperazine-1-carboxylate